3-monochloropropanediol ClCCC(O)O